(4,6-dihydroxy-2-methoxy-3-methylphenyl)(5-(methylamino)isoindolin-2-yl)methanone OC1=C(C(=C(C(=C1)O)C(=O)N1CC2=CC=C(C=C2C1)NC)OC)C